3-(difluoromethyl)-2-methylpyridine FC(C=1C(=NC=CC1)C)F